8-nonenyl-diethyl-chlorosilane C(CCCCCCC=C)[Si](Cl)(CC)CC